2-(4-isopropyl-1-oxo-6-(trifluoromethyl)phthalazin-2(1H)-yl)-N-(3-methyl-3H-imidazo[4,5-b]pyridin-5-yl)acetamide C(C)(C)C1=NN(C(C2=CC=C(C=C12)C(F)(F)F)=O)CC(=O)NC1=CC=C2C(=N1)N(C=N2)C